N1=NCNC1 [1,2,4]triazoline